2-fluoro-5-((4-oxo-3,4-dihydrophthalazin-1-yl)methyl)benzamide FC1=C(C(=O)N)C=C(C=C1)CC1=NNC(C2=CC=CC=C12)=O